O1C2C(=CC=C1)C=CC=C2 benzo[B]pyran